C(C)OC1=NC2=C(N1C)C=CC(=C2)B2OC(C(O2)(C)C)(C)C 2-ethoxy-1-methyl-5-(4,4,5,5-tetramethyl-1,3,2-dioxaborolan-2-yl)-1H-benzo[d]Imidazole